ClC1=CC=C(C(=N1)C(=O)N(C)O)N[C@H](C)C=1C=C(C=C2C(C(=C(OC12)C=1C=NN(C1)C)C)=O)C 6-Chloro-3-[[(1R)-1-[3,6-dimethyl-2-(1-methylpyrazol-4-yl)-4-oxo-chromen-8-yl]ethyl]amino]-N-hydroxy-N-methyl-pyridine-2-carboxamide